COC1=C(C=CC(=C1)OC)C=1C=C2CC(C(C2=CC1)NC(O[C@@H]1CN2CCC1CC2)=O)(CC)CC (S)-quinuclidin-3-yl (5-(2,4-dimethoxyphenyl)-2,2-diethyl-2,3-dihydro-1H-inden-1-yl)carbamat